(cyclobutylmethoxy)hexahydroisobenzofuran C1(CCC1)COC1OCC2CCCC=C12